FC=1C(=C(C=CC1F)B(O)O)OC 3,4-difluoro-2-methoxybenzeneboronic acid